FC(OC1=C(C=C(C=C1)SC)C1=NN(C=C1NC(=O)C=1C=NN2C1N=CC=C2)CC(N2CCC(CC2)N2CCSCC2)=O)F N-[3-[2-(difluoromethoxy)-5-methylsulfanyl-phenyl]-1-[2-oxo-2-(4-thiomorpholino-1-piperidyl)ethyl]pyrazol-4-yl]pyrazolo[1,5-a]pyrimidine-3-carboxamide